C(C)C1OCCC(O1)C 2-ethyl-4-methyl-1,3-dioxane